2-(3-cyclohexylpropyl)-8-butylanthra[1,2-b:5,6-b']dithiophene C1(CCCCC1)CCCC1=CC2=C(S1)C1=CC=3C=CC4=C(SC(=C4)CCCC)C3C=C1C=C2